[N+](=O)([O-])C1=C2C=CCC3=C(C(=C4C=CCC(=C1[N+](=O)[O-])C4=C32)[N+](=O)[O-])[N+](=O)[O-] 4,5,9,10-tetranitro-1,6-dihydropyrene